4-hydroxycyclohexan-1-one OC1CCC(CC1)=O